NCC1(CCN(CC1)C=1C2=C(N=C(N1)OCC13CCCN3CCC1)C(=C(N=C2)C2=CC(=CC1=CC=CC=C21)O)F)O 4-(Aminomethyl)-1-(8-fluoro-7-(3-hydroxynaphthalen-1-yl)-2-((tetrahydro-1H-pyrrolizin-7a(5H)-yl)methoxy)pyrido[4,3-d]pyrimidin-4-yl)piperidin-4-ol